[La].[Pd].N1(CCCC2=CC=CC=C12)C(C(=O)N[C@H](C(=O)N[C@@H](CC1C(NCC1)=O)C(COC(F)(F)F)=O)CC(C)C)=O (2S)-2-(2-(3,4-dihydroquinolin-1(2H)-yl)-2-oxoacetamido)-4-methyl-N-((2S)-3-oxo-1-(2-oxopyrrolidin-3-yl)-4-(trifluoromethoxy)butan-2-yl)pentanamide palladium-lanthanum